(3-phthalimido-2-(S)-hydroxypropyl)-3-fluoro-4-(morpholinyl)aniline C1(C=2C(C(N1C[C@H](CNC1=CC(=C(C=C1)N1CCOCC1)F)O)=O)=CC=CC2)=O